(R)-N-(3,3-difluoro-1-(oxetan-3-yl)piperidin-4-yl)-5-(1-(2,2-difluoroethyl)-4-fluoro-2-methyl-1H-benzo[d]imidazol-6-yl)-6-fluoro-4-methoxypyrrolo[2,1-f][1,2,4]triazin-2-amine FC1(CN(CC[C@H]1NC1=NN2C(C(=N1)OC)=C(C(=C2)F)C=2C=C(C1=C(N(C(=N1)C)CC(F)F)C2)F)C2COC2)F